trihexylammonium methyl-carbonate COC([O-])=O.C(CCCCC)[NH+](CCCCCC)CCCCCC